ClC=1C(=C(C=CC1)C=1C(=CC=CC1F)C=O)OC 3'-chloro-6-fluoro-2'-methoxy-[1,1'-biphenyl]-2-carbaldehyde